OC[C@@H](C)O |r| (RS)-1,2-Dihydroxypropane